N-Boc-indoline-7-carboxylic acid CC(C)(C)OC(=O)N1CCC2=C1C(=CC=C2)C(=O)O